COCCC1(CC(CCC1)(C)C)CN1N=CC=C1 1-((1-(2-methoxyethyl)-3,3-dimethylcyclohexyl)methyl)-1H-pyrazole